C(CCCC\C=C\CCC\C=C/CCCC)O (E,Z)-6,11-hexadecadienol